2'-(N-(4,5-dimethylisoxazol-3-yl)-N-(methoxymethyl)sulfamoyl)-2-(ethoxymethyl)-[1,1'-biphenyl]-4-carboxylic acid triethylamine salt C(C)N(CC)CC.CC=1C(=NOC1C)N(S(=O)(=O)C1=C(C=CC=C1)C1=C(C=C(C=C1)C(=O)O)COCC)COC